S1C(=NC2=C1C=CC=C2)NC(=O)C=2C=CC=C1CCN(CC21)C2=CC=C(C(=N2)C(=O)OC(C)(C)C)C2=C(C(=CC=C2)OCCCN2CCN(CC2)CC(=O)OCC)C tert-butyl 6-[8-(1,3-benzothiazol-2-ylcarbamoyl)-3,4-dihydro-1H-isoquinolin-2-yl]-3-[3-[3-[4-(2-ethoxy-2-oxo-ethyl)piperazin-1-yl]propoxy]-2-methyl-phenyl]pyridine-2-carboxylate